C(#N)C[C@@H]1N(CCNC1)C(=O)OC(C)(C)C tert-butyl (2S)-2-(cyanomethyl)-1-piperazinecarboxylate